[Br-].O1C(OCC1)CC1=C(C=CC=C1)P(C1=CC=CC=C1)C1=CC=CC=C1 (1,3-dioxolan-2-yl)methyltriphenylphosphine bromide